C(#N)[C@H](C)N1C=NC=C(C1=O)C1=CC=C(C=C1)C1(CC1)NC(=O)C1=NC=C2C(=N1)N(N=C2)C(C)C (S)-N-(1-(4-(1-(1-cyanoethyl)-6-oxo-1,6-dihydropyrimidin-5-yl)phenyl)cyclopropyl)-1-isopropyl-1H-pyrazolo[3,4-d]pyrimidine-6-carboxamide